OC1=CC(=C(C=C1C(C)C)C(C1=C(C=CC=C1)S(=O)(=O)O)C1=C(C=C(C(=C1)C(C)C)O)C)C 2-(bis[4-hydroxy-5-isopropyl-2-methylphenyl]methyl)benzenesulfonic acid